BrC1=C2CCCS(C2=C(C=C1)Cl)(=O)=O 5-bromo-8-chlorothiochromane 1,1-dioxide